1,3-diethyl 2-[2-(thiophen-2-yl)propan-2-yl]propanedioate S1C(=CC=C1)C(C)(C)C(C(=O)OCC)C(=O)OCC